C(C(O)C1=CC=CC=C1)(=O)OC1CCCC1 Cyclopentyl Mandelate